1-isopropyl-4-(3-((methyl-sulfonyl)methyl)azetidin-1-yl)pyrido[3,4-d]pyridazin-7-amine C(C)(C)C1=C2C(=C(N=N1)N1CC(C1)CS(=O)(=O)C)C=NC(=C2)N